(2-Phenyl-1,6-naphthyridin-7-yl)methylamine C1(=CC=CC=C1)C1=NC2=CC(=NC=C2C=C1)CN